2-(tert-butyl)-N-(2-methyl-4-(2-((1-methyl-1H-pyrazol-4-yl)amino)pyrimidin-4-yl)benzyl)thiazole-5-carboxamide C(C)(C)(C)C=1SC(=CN1)C(=O)NCC1=C(C=C(C=C1)C1=NC(=NC=C1)NC=1C=NN(C1)C)C